NC=1C=C(C=C(C1)C=1N(C=CN1)C)NC(=O)C=1C=NN2C1N=C(C=C2)C2CC2 N-(3-amino-5-(1-methyl-1H-imidazol-2-yl)phenyl)-5-cyclopropylpyrazolo[1,5-a]pyrimidine-3-carboxamide